NC1=C(C=C(C=C1)C1=CC=C(C=C1)F)NC(C1=CC=C(C=C1)S(=O)(=O)C=1C=NC=NC1)=O racemic-N-[2-amino-5-(4-fluorophenyl)phenyl]-4-(pyrimidin-5-ylsulfonyl)benzamide